ruthenium (II) pyridine dichloride [Cl-].[Cl-].N1=CC=CC=C1.[Ru+2]